C(#N)C1=CC=C(CNC(C2=CC=C(C=C2)C2=NC=CC3=C2C=CO3)=O)C=C1 N-(4-cyanobenzyl)-4-(furo[3,2-c]pyridin-4-yl)benzamide